O1CCC(CC1)OC(N[C@H](C(=O)NC1=CC=C(C=C1)S(NC(C)(C)C)(=O)=O)CC1=CC=CC=C1)=O (S)-tetrahydro-2H-pyran-4-yl-1-(4-(N-tert-butylsulfamoyl) phenylamino)-1-oxo-3-phenylprop-2-ylcarbamate